ClC1=NC=C(C(=C1)N1C(C(=C(C=C1C)O)Cl)=O)F 2',3-Dichloro-5'-fluoro-4-hydroxy-6-methyl-2H-[1,4'-bipyridin]-2-one